OCCCCCCCC\C=C/CCCCCCCC(=O)OC methyl 18-hydroxy-(9Z)-octadeca-9-enoate